lead indium-lead [Pb].[In].[Pb]